(E)-ethyl 2-((3,5-bis(trifluoromethyl) benzylidene) amino)-2-bromomethyl-3-methylbutanoate FC(C=1C=C(\C=N\C(C(=O)OCC)(C(C)C)CBr)C=C(C1)C(F)(F)F)(F)F